C(C1=CC=CC=C1)N(C(CCO)CCCC)[C@@H](C)C1=CC=CC=C1 3-(benzyl-((S)-1-phenylethyl)amino)heptan-1-ol